CC1=C(C(C2=C(N1)COC2=O)C2=CC=CC=C2)C(=O)OC methyl 2-methyl-5-oxo-4-phenyl-1,4,5,7-tetrahydrofuro[3,4-b]pyridine-3-carboxylate